N-[(1S)-1-[[2-chloro-5-(1-isopropyl-6-oxo-3-pyridyl)phenyl]methyl]-2-[4-(2,4-dimethylpyrazol-3-yl)anilino]-2-oxo-ethyl]-1-fluoro-cyclobutanecarboxamide ClC1=C(C=C(C=C1)C1=CN(C(C=C1)=O)C(C)C)C[C@@H](C(=O)NC1=CC=C(C=C1)C=1N(N=CC1C)C)NC(=O)C1(CCC1)F